(R)-2-(4-acetyl-3-(hydroxymethyl)piperazin-1-yl)-N-((6-cyanopyridin-3-yl)methyl)-5-hydroxy-1,7-naphthyridine-6-carboxamide C(C)(=O)N1[C@H](CN(CC1)C1=NC2=CN=C(C(=C2C=C1)O)C(=O)NCC=1C=NC(=CC1)C#N)CO